1-(4,4-Difluorocyclohexyl)pyrazol-4-amine FC1(CCC(CC1)N1N=CC(=C1)N)F